Iridium(IV) hydroxid methyl-2-(2-butyl-4-methyl-1,3-dioxo-1,2,3,4-tetrahydroisoquinolin-4-yl)acetate COC(CC1(C(N(C(C2=CC=CC=C12)=O)CCCC)=O)C)=O.[Ir](O)(O)(O)O